4-oxo-5-((2-(trimethylsilyl)ethoxy)methyl)-4,5-dihydro-1H-pyrrole O=C1C=CNC1COCC[Si](C)(C)C